[N+](=O)([O-])C=1C=CC(=C(C=O)C1)C=1C=NC(=NC1)C(F)(F)F 5-nitro-2-(2-(trifluoromethyl)pyrimidin-5-yl)benzaldehyde